(3-(1-methyl-1H-imidazol-3-ium-3-yl)propyl)zirconium (V) CN1C=[N+](C=C1)CCC[Zr+4]